CC(C)N1N=C(C=C1)C=1C=C(C=CC1C(=O)N1CCN(CC1)CCC)NC(=O)C1CC1 N-[3-(1-propan-2-ylpyrazol-3-yl)-4-(4-propylpiperazine-1-carbonyl)phenyl]cyclopropanecarboxamide